N-tert-butyl-2-[(2-{4-[(2S)-2,3-dihydroxypropoxy]pyridin-2-yl}-5H,6H,7H-cyclopenta[d]pyrimidin-4-yl)(methyl)amino]acetamide C(C)(C)(C)NC(CN(C)C=1C2=C(N=C(N1)C1=NC=CC(=C1)OC[C@H](CO)O)CCC2)=O